C(C)(C)(C)OC(=O)N\N=C/1\CN(C2(CC2)CC1)C(=O)OCC1=CC=CC=C1.C(C1=CC=CC=C1)=C=CC benzylidene propylene benzyl (E)-6-(2-(tert-butoxycarbonyl)hydrazono)-4-azaspiro[2.5]octane-4-carboxylate